methyl propylene phthalate C(C=1C(C(=O)O)=CC=CC1)(=O)O.CC=CC